FC=1C(=C(C=CC1F)[C@@H]1[C@H](O[C@]([C@H]1C)(C(F)(F)F)C)C(=O)NC1=CC(=NC=N1)C(=O)N)OC 6-[[(2S,3R,4S,5R)-3-(3,4-Difluoro-2-methoxy-phenyl)-4,5-dimethyl-5-(trifluoromethyl)tetrahydrofuran-2-carbonyl]amino]pyrimidin-4-carboxamid